CC=1C=C(N=NC1C1=C(C=C(C=C1)C(F)(F)F)NS(=O)(=O)C)N[C@H]1CN(CCC1)C(=O)OC(C)(C)C tert-Butyl (R)-3-((5-methyl-6-(2-(methylsulfonamido)-4-(trifluoromethyl)phenyl)pyridazin-3-yl)amino)piperidine-1-carboxylate